BrC=1C=NN(C1)CCCCNC(OC(C)(C)C)=O tert-butyl (4-(4-bromo-1H-pyrazol-1-yl)butyl)carbamate